9,9'-(4-(dibenzo[b,d]furan-3-yl)-2,6-bis(3,6-diphenyl-9H-carbazol-9-yl)pyridine-3,5-diyl)bis(9H-carbazole-3,6-dicarbonitrile) C1=CC(=CC=2OC3=C(C21)C=CC=C3)C3=C(C(=NC(=C3N3C2=CC=C(C=C2C=2C=C(C=CC32)C#N)C#N)N3C2=CC=C(C=C2C=2C=C(C=CC32)C3=CC=CC=C3)C3=CC=CC=C3)N3C2=CC=C(C=C2C=2C=C(C=CC32)C3=CC=CC=C3)C3=CC=CC=C3)N3C2=CC=C(C=C2C=2C=C(C=CC32)C#N)C#N